CC(C(=O)N1C(CCCC1)C=1NC(=CN1)C1=CC=C(C=C1)CC#N)CC (4-(2-(1-(2-methylbutanoyl)piperidin-2-yl)-1H-imidazol-5-yl)phenyl)acetonitrile